2-(4,4-difluoro-3-methylpiperidin-1-yl)-5-oxo-5,6,7,8-tetrahydroquinoline-3-carboxamide FC1(C(CN(CC1)C1=NC=2CCCC(C2C=C1C(=O)N)=O)C)F